ethyl-1H-imidazole-5-carboxylic acid ethyl ester C(C)OC(=O)C1=CN=CN1CC